C(C)(C)(C)OC(=O)N1CC(C1)CNC1=C(C=C(C(=C1)F)Br)[N+](=O)[O-] 3-(((4-bromo-5-fluoro-2-nitrophenyl)amino)methyl)azetidine-1-carboxylic acid tert-butyl ester